CN1C(NCCC1)=O 3-methyltetrahydro-pyrimidin-2(1H)-one